6-Bromo-4-(7-fluoro-1H-indazol-4-yl)-7-methyl-3-pyridin-1-ium-1-yl-1H-1,5-naphthyridin-2-one BrC=1N=C2C(=C(C(NC2=CC1C)=O)[N+]1=CC=CC=C1)C1=C2C=NNC2=C(C=C1)F